NC1=CC=CC(=N1)S(=O)(=O)NC(=O)C=1C(=NC(=CC1)C1=CC(=CC(=C1)OCC(C)C)F)C1=CCC(CC1)C(F)(F)F N-[(6-Amino-2-pyridyl)sulfonyl]-6-(3-fluoro-5-isobutoxyphenyl)-2-[4-(trifluoromethyl)cyclohexen-1-yl]pyridin-3-carboxamid